O=C1NC(CCC1N1C(N(C2=C1C=CC(=C2)C=2C=NN(C2)CCC(=O)O)C)=O)=O 3-[4-[1-(2,6-dioxo-3-piperidyl)-3-methyl-2-oxo-benzimidazol-5-yl]pyrazol-1-yl]propionic acid